C1(CC1)N(C1=C(C(=NC=N1)NCC1C(CN(CC1)CC(=O)N)(F)F)F)CC1=NC=C(C=C1)C(F)(F)F 2-(4-(((6-(cyclopropyl((5-(trifluoromethyl)pyridin-2-yl)methyl)amino)-5-fluoropyrimidin-4-yl)amino)methyl)-3,3-difluoropiperidin-1-yl)acetamide